C1(CCCCC1)C[C@H](C(=O)N[C@@H](C[C@@H]1C(NCC1)=O)C(CO)=O)NC(=O)C1(C2=CC=CC=C2C=2C=CC=CC12)O N-((R)-3-cyclohexyl-1-(((S)-4-hydroxy-3-oxo-1-((R)-2-oxopyrrolidin-3-yl)butan-2-yl)amino)-1-oxopropan-2-yl)-9-hydroxy-9H-fluorene-9-carboxamide